(S)-1-(1-(3-chlorophenyl)-2-hydroxyethyl)-4-(3-(1,3-dimethyl-1H-pyrazol-4-yl)-1H-indazol-5-yl)pyridin-2(1H)-one ClC=1C=C(C=CC1)[C@@H](CO)N1C(C=C(C=C1)C=1C=C2C(=NNC2=CC1)C=1C(=NN(C1)C)C)=O